C(C)(C)(C)OC(=O)NC=1C=C(N(C1)C)C(=O)NC=1C=C(N(C1)C)C(=O)OC methyl 4-{4-[(tert-butoxycarbonyl)amino]-1-methylpyrrole-2-amido}-1-methylpyrrole-2-carboxylate